(1-(3-chloro-2-fluorophenyl)propyl)-N1-cyclopropylethane-1,2-diamine hydrochloride Cl.ClC=1C(=C(C=CC1)C(CC)C(CN)NC1CC1)F